5-FLUORo-4-IMINO-3-METHYL-1-TOSYL-3,4-DIHYDROPYRIMIDIN-2-ON FC=1C(N(C(N(C1)S(=O)(=O)C1=CC=C(C)C=C1)=O)C)=N